FC(OC1=CC2=C(SC(=C2)C(=O)O)C=C1)(F)F 5-(trifluoromethoxy)benzo[b]thiophene-2-carboxylic acid